CN[C@@H](CCCC)C(=O)O N-methylnorleucine